NCCC[C@@H]([C@@H](C(=O)NC1=CC=2N(C=C1)N=CC2C(=O)N)N2C(C=C(C(=C2)OC)C2=C(C=CC(=C2)Cl)C#N)=O)C 5-({(2s,3s)-6-amino-2-[4-(5-chloro-2-cyanophenyl)-5-methoxy-2-oxopyridin-1(2H)-yl]-3-methylhexanoyl}amino)pyrazolo[1,5-a]pyridine-3-carboxamide